[O-2].C(C)(C)(C)OC(=O)N1CCC(CC1)N1N=CC(=C1)C1=CC(=C2CN(C(C2=C1)=O)C(C(=O)[Li])C1=C2N(C=N1)CCC2)F [2-[6-[1-(1-Tert-Butoxycarbonyl-4-piperidinyl)pyrazol-4-yl]-4-fluoro-1-oxo-isoindolin-2-yl]-2-(6,7-dihydro-5H-pyrrolo[1,2-c]imidazol-1-yl)acetyl]lithium oxide